N-(benzofuran-3-yl)-3,4-dihydroisoquinoline-2(1H)-carboxamide O1C=C(C2=C1C=CC=C2)NC(=O)N2CC1=CC=CC=C1CC2